C(C)OC(=O)C=1C=NN(C1)CC1=CC=C(C=C1)OCC1(OCCO1)C(F)(F)F.ClC1=NC(=CN=C1)OC1CCCC1 2-chloro-6-(cyclopentyloxy)pyrazine Ethyl-1-[[4-[[2-(trifluoromethyl)-1,3-dioxolan-2-yl]methoxy]phenyl]methyl]-1H-pyrazole-4-carboxylate